C(CCC)NC(=O)OCCOC(C=C)=O.C(C(=C)C)(=O)OCCC[SiH2]C(O[Si](C=C)(C)C)O[Si](C)(C)C=C methacryloxypropyl-bis(vinyldimethylsiloxy)methylsilane [[(Butylamino)carbonyl]oxy]ethyl-acrylat